[Cl-].C(CC)N1CC=CC=C1 1-propylpyridine chloride